C[Si](C)(C)OP(O[Si](C)(C)C)O[Si](C)(C)C.ClC=1C(=CC(=C(C1)S(=O)(=O)NC1=NC(=NC=C1)C(F)(F)F)F)N[C@@H](C)C1=C(C=CC=C1)Cl (S)-5-chloro-4-((1-(2-chlorophenyl)ethyl)amino)-2-fluoro-N-(2-(trifluoromethyl)pyrimidin-4-yl)benzenesulfonamide Tris(trimethyl-silyl)phosphite